N,N-dimethyl-beta-pentoxy-propionamide CN(C(CCOCCCCC)=O)C